ClC1=NC2=CC(=C(C=C2C=N1)C1=CC(=CC(=C1)OC)OC)Cl 2,7-dichloro-6-(3,5-dimethoxyphenyl)quinazoline